BrC=1C(=C(NC2=NC=NC3=CC4=C(C=C23)O[C@@H](CO4)CCO)C=CC1)F |r| (±)-2-[4-(3-Bromo-2-fluoroanilino)-7,8-dihydro[1,4]dioxino[2,3-g]quinazolin-7-yl]ethan-1-ol